Cl.S1C(=CC=C1)/C=C/C1=NN(C=C1)C(=O)O[C@@H]1CNC(C1)C(=O)OC (3S)-5-(methoxycarbonyl)pyrrolidin-3-yl 3-((E)-2-(thiophen-2-yl)vinyl)-1H-pyrazole-1-carboxylate hydrochloride